1-(1-phenyl-1H-pyrrol-2-yl)-1H-benzo[d][1,2,3]triazole C1(=CC=CC=C1)N1C(=CC=C1)N1N=NC2=C1C=CC=C2